C(C)(C)(C)OC(=O)N1OCC[C@H]1C1=NC=C(C=C1)Cl.OC(=O)C(F)(F)F.ClC=1C=CC(=NC1)[C@H]1NOCC1 (3S)-3-(5-Chloro-2-pyridyl)isoxazolidine TFA salt Tert-butyl-(3S)-3-(5-chloro-2-pyridyl)isoxazolidine-2-carboxylate